trans-methyl 4-[[6-[2-(2-amino-3-pyridyl)-6-(2-pyridyl) benzimidazol-1-yl]-2-methyl-3-pyridyl]carbamoyl]cyclohexanecarboxylate NC1=NC=CC=C1C1=NC2=C(N1C1=CC=C(C(=N1)C)NC(=O)[C@@H]1CC[C@H](CC1)C(=O)OC)C=C(C=C2)C2=NC=CC=C2